2-methyl-4-[4-(trifluoromethyl)cyclohexyl]-2H,4H-[1,2,3]triazolo[4,5-b]indole-7-carbonitrile CN1N=C2C(N(C=3C=CC(=CC23)C#N)C2CCC(CC2)C(F)(F)F)=N1